diaminosilver (I) N[Ag-]N